BrC1=CC=C(C=C1)[C@H](CC(=O)O)NC(=O)OC(C)(C)C (3S)-3-(4-bromophenyl)-3-(tert-butoxycarbonylamino)propanoic acid